(2S,4R)-1-(4-ethoxybenzoyl)-4-hydroxy-N-(4-(4-methylthiazol-5-yl)benzyl)pyrrolidine-2-carboxamide C(C)OC1=CC=C(C(=O)N2[C@@H](C[C@H](C2)O)C(=O)NCC2=CC=C(C=C2)C2=C(N=CS2)C)C=C1